[N+](=O)([O-])C1=C2C(C(=C(OC2=CC=C1)C1=CC=CC=C1)O)=O nitroflavonol